C1(=CC=CC=C1)C(C(=O)[O-])C(=O)[O-].[Na+].[Na+] sodium phenylmalonate